[Si](C)(C)(C(C)(C)C)OCCCCN1C(N(C2=C(C1=O)C=C(C(=N2)Cl)F)C=2C(=NC=CC2)C(C)C)=O 4-((tert-butyldimethylsilyl)oxy)butyl-2-isopropylpyridin-3-yl-7-chloro-6-fluoropyrido[2,3-d]pyrimidine-2,4(1H,3H)-dione